1,4-butanediol bis(mercaptoacetate) SCC(=O)OCCCCOC(CS)=O